(4-(tert-butyl)naphthalene-2-yl)boronic acid C(C)(C)(C)C1=CC(=CC2=CC=CC=C12)B(O)O